ammonium, potassium salt [K+].[NH4+]